N1=C(C=CC=C1)SS[C@@H]1[C@H](COCC1)O |r| (3SR,4SR)-4-(pyridin-2-yldisulfanyl)tetrahydropyran-3-ol